2-((1R,2S)-1-(3-cyano-1-methyl-1H-pyrazol-4-yl)-1-(2-cyano-5-fluorophenyl)propan-2-yl)-5-hydroxy-N-(isoxazol-4-yl)-1-methyl-6-oxo-1,6-dihydropyrimidine-4-carboxamide C(#N)C1=NN(C=C1[C@H]([C@H](C)C=1N(C(C(=C(N1)C(=O)NC=1C=NOC1)O)=O)C)C1=C(C=CC(=C1)F)C#N)C